3-{4-[3-chloro-2-(morpholin-4-yl)pyridine-4-sulfonyl]phenyl}-1-(pyridin-3-ylmethyl)urea ClC=1C(=NC=CC1S(=O)(=O)C1=CC=C(C=C1)NC(NCC=1C=NC=CC1)=O)N1CCOCC1